O[C@@H]1C[C@H](N(C1)C(=O)C(C(C)C)C1=CC(=NO1)N1CCN(CC1)C(=O)OC(C)(C)C)C(N[C@@H](C)C1=CC=C(C=C1)C1=C(N=CS1)C)=O tert-Butyl 4-[5-[1-[(2S,4R)-4-hydroxy-2-[[(1S)-1-[4-(4-methylthiazol-5-yl)phenyl]ethyl]carbamoyl]pyrrolidine-1-carbonyl]-2-methyl-propyl]isoxazol-3-yl]piperazine-1-carboxylate